C(C)(C)(C)C1=CC=C(N)C=C1 4-tert-butylaniline